C(C)OC(=O)C1(CN(CC1)CC1=CC=CC=C1)CCl 1-Benzyl-3-(chloromethyl)pyrrolidine-3-carboxylic acid ethyl ester